CC1(C(C2=CC=C(C=C2C1)C1=CC(=CC(=C1)C(F)(F)F)SC)NC(O[C@@H]1CN2CCC1CC2)=O)C (S)-quinuclidin-3-yl (2,2-dimethyl-5-(3-(methylthio)-5-(trifluoromethyl)phenyl)-2,3-dihydro-1H-inden-1-yl)carbamat